BrC1=CN=C(S1)NC(=O)C1CCN(CC1)C N-(5-bromothiazol-2-yl)-1-methylpiperidine-4-carboxamide